N1CC=CC1=O Pyrrole-5(1H)-one